FC1(CN(CC[C@H]1NC1=NN2C(C(=N1)OC)=C(C(=C2)F)C=2C=NC=1N(C2)C=CN1)C)F (R)-N-(3,3-difluoro-1-methylpiperidin-4-yl)-6-fluoro-5-(imidazo[1,2-a]pyrimidin-6-yl)-4-methoxypyrrolo[2,1-f][1,2,4]triazin-2-amine